FC(C1=C(C=NC=N1)C(=O)O)F 6-(difluoromethyl)pyrimidine-5-carboxylic acid